BrC1=C2C(=NC=C1)C=CN2C(=O)OC(C)(C)C tert-butyl 7-bromopyrrolo[3,2-b]pyridine-1-carboxylate